cyclobutyl (3R,4S)-3-{5-[4-amino-5-(trifluoromethyl)pyrrolo[2,1-f][1,2,4]triazin-7-yl]-2-methoxypyridine-3-amido}-4-fluoropyrrolidine-1-carboxylate NC1=NC=NN2C1=C(C=C2C=2C=C(C(=NC2)OC)C(=O)N[C@@H]2CN(C[C@@H]2F)C(=O)OC2CCC2)C(F)(F)F